(2R,6S)-2-cyclopropyl-4-[4-(2,4-difluorophenyl)-6,7-dimethyl-pteridin-2-yl]-6-[1-(methoxymethyl)pyrazol-4-yl]morpholine C1(CC1)[C@@H]1CN(C[C@@H](O1)C=1C=NN(C1)COC)C1=NC2=NC(=C(N=C2C(=N1)C1=C(C=C(C=C1)F)F)C)C